C(C)C=1C=C2C(=NNC2=CC1C=1C=C(C=2N(C1)N=CN2)C)OC2CCC(CC2)N(C)C 4-((5-ethyl-6-(8-methyl-[1,2,4]triazolo[1,5-a]pyridin-6-yl)-1H-indazol-3-yl)oxy)-N,N-dimethylcyclohexan-1-amine